tert-Butyl (S)-4-(7-(3-chlorophenyl)-5-((S)-2-methylpyrrolidin-1-yl)-7H-pyrrolo[2,3-d]pyrimidin-4-yl)-3-methylpiperazine-1-carboxylate ClC=1C=C(C=CC1)N1C=C(C2=C1N=CN=C2N2[C@H](CN(CC2)C(=O)OC(C)(C)C)C)N2[C@H](CCC2)C